FC1=C(C=C(C(=C1)C1=NC=C(N=C1)N(C)[C@H]1[C@H]([C@@H]2CC[C@H](C1)N2)F)O)C2=CC(N(C=C2)C)=O 4-(2-fluoro-4-(5-(((1S,2S,3R,5R)-2-fluoro-8-azabicyclo[3.2.1]octan-3-yl)(methyl)amino)pyrazin-2-yl)-5-hydroxyphenyl)-1-methylpyridin-2(1H)-one